N-[4-(2-amino-1,3-thiazol-5-yl)phenyl]-4-fluorobenzene-1-sulfonamide NC=1SC(=CN1)C1=CC=C(C=C1)NS(=O)(=O)C1=CC=C(C=C1)F